BrC1=C2C=CC=NC2=CC(=C1)Cl 5-bromo-7-chloroquinoline